C1(=CC=CC=C1)C1=NC2=C3N=C(C=CC3=CC=C2C=C1)C1=CC=C(C=C1)C1=NC(=C(N=C1C1=CC=CC=C1)C1=CC=CC=C1)C1=CC=CC=C1 2-Phenyl-9-(4-(3,5,6-triphenylpyrazin-2-yl)phenyl)-1,10-phenanthroline